7-acetylhexahydroindolizin-3(2H)-one C(C)(=O)C1CCN2C(CCC2C1)=O